2-[[4-(1,8-diazaspiro[5.5]undecan-8-yl)-3-(5-fluoro-3-pyridyl)pyrrolo[2,3-b]pyridin-1-yl]methoxy]ethyl-trimethyl-silane N1CCCCC12CN(CCC2)C2=C1C(=NC=C2)N(C=C1C=1C=NC=C(C1)F)COCC[Si](C)(C)C